(3,4-dihydroxyphenyl)methylenebis(2,3,6-trimethylphenol) OC=1C=C(C=CC1O)C(C1=C(C(=C(C(=C1)C)O)C)C)C1=C(C(=C(C(=C1)C)O)C)C